C1(CC1)N1C=NC2=C1C=C(C(=C2)C#CC=2N=C(N1N=CN=C(C12)N)[C@@H]1CNCC1)F (S)-5-((1-cyclopropyl-6-fluoro-1H-benzo[d]imidazol-5-yl)ethynyl)-7-(pyrrolidin-3-yl)imidazo[5,1-f][1,2,4]triazin-4-amine